C1(=CC=CC=C1)C(C)=NCCCC1=CC=CC=C1 1-phenyl-N-(3-phenylpropyl)ethan-1-imine